1-((S)-3-((4-((3-chloro-2-fluoro-4-(((R)-tetrahydrofuran-3-yl)methoxy)phenyl)amino)pyrido[3,2-d]pyrimidin-6-yl)oxy)pyrrolidin-1-yl)prop-2-en-1-one ClC=1C(=C(C=CC1OC[C@H]1COCC1)NC=1C2=C(N=CN1)C=CC(=N2)O[C@@H]2CN(CC2)C(C=C)=O)F